ClC=1C=C(C=C(C1)CN1CCOCC1)NC(OC1=CC=CC=C1)=O phenyl N-[3-chloro-5-(morpholinomethyl)phenyl]carbamate